2-(2,6-dioxopiperidin-3-yl)-5-((R)-3-(((1-(4-(1-(4-hydroxyphenyl)-2-phenylbut-1-en-1-yl)phenyl)piperidin-4-yl)methyl)amino)piperidin-1-yl)isoindoline-1,3-dione O=C1NC(CCC1N1C(C2=CC=C(C=C2C1=O)N1C[C@@H](CCC1)NCC1CCN(CC1)C1=CC=C(C=C1)C(=C(CC)C1=CC=CC=C1)C1=CC=C(C=C1)O)=O)=O